Gadolinium Triflat [O-]S(=O)(=O)C(F)(F)F.[Gd+3].[O-]S(=O)(=O)C(F)(F)F.[O-]S(=O)(=O)C(F)(F)F